COC1=NC=CC=C1C=1C=NN2C1N=C(C=C2)OCCN(C(OC(C)C)=O)C isopropyl (2-((3-(2-methoxypyridin-3-yl)pyrazolo[1,5-a]pyrimidin-5-yl)oxy)ethyl)(methyl)carbamate